CC=1C(=C2C=NN(C2=CC1C)C1OCCCC1)N1CC=2N=C(N=C(C2CC1)OC)OCC12CCCN2CCC1 7-(5,6-dimethyl-1-(tetrahydro-2H-pyran-2-yl)-1H-indazol-4-yl)-2-((hexahydro-1H-pyrrolizin-7a-yl)methoxy)-4-methoxy-5,6,7,8-tetrahydropyrido[3,4-d]pyrimidine